N4-{[2-(2-bromophenyl)tetrahydrofuran-2-yl]methyl}-N1,N1-dimethyl-benzene-1,4-disulfonamide BrC1=C(C=CC=C1)C1(OCCC1)CNS(=O)(=O)C1=CC=C(C=C1)S(=O)(=O)N(C)C